BrC1=C2C(=C3C=4C=C5C(=CC4C(C3=C1)(C)C)C=1C=CC(=CC1C5(C)C)Br)C=CC=C2 5,11-dibromo-7,7,13,13-tetramethyl-7,13-dihydrobenzo[g]indeno[1,2-B]fluorene